(2S)-2-(3-aminobutyl)-6-(1,3-benzodioxol-5-yl)-4,5-dimethyl-2,5-dihydropyrazin-3-one dihydrochloride Cl.Cl.NC(CC[C@@H]1N=C(C(N(C1=O)C)C)C1=CC2=C(OCO2)C=C1)C